The molecule is a diterpenoid lactone isolated from the seed kernels of Caesalpinia crista that has been found to exhibit antimalarial activity. It has a role as a metabolite and an antimalarial. It is an acetate ester, a cyclic ether, a tertiary alcohol and a diterpene lactone. CC(=O)O[C@H]1CCC([C@]2([C@]1([C@H]3CC4=C(C=CO4)[C@@H]5[C@@H]3[C@H]([C@@H]2OC(=O)C)OC5=O)C)O)(C)C